dimethylvinyl-methylenebis(tricyclopentylphosphine) ruthenium dichloride [Ru](Cl)Cl.CC(=CC(P(C1CCCC1)(C1CCCC1)C1CCCC1)P(C1CCCC1)(C1CCCC1)C1CCCC1)C